BrC=1C=CC2=C(C(NC(C=3N2C(=NN3)C)C)=O)C1 8-bromo-1,4-dimethyl-4,5-dihydro-6H-benzo[f][1,2,4]triazolo[4,3-a][1,4]diazepin-6-one